(S)-3-((S)-2-amino-4-((1,1,1,3,3,3-hexafluoropropan-2-yl)oxy)-3-oxobutyl)pyrrolidin-2-one hydrochloride Cl.N[C@@H](C[C@H]1C(NCC1)=O)C(COC(C(F)(F)F)C(F)(F)F)=O